2-(4-amino-3-methoxypyrazol-1-yl)ethanol NC=1C(=NN(C1)CCO)OC